3-[[4-(4-Chlorophenyl)pyrazol-1-yl]methyl]-1-methyl-pyrazole ClC1=CC=C(C=C1)C=1C=NN(C1)CC1=NN(C=C1)C